C1(CC1)C=1NC2=CC=CC=C2C(C1)=O 2-cyclopropyl-4(1H)-quinolone